O1COC(C1)C#N [1,3]dioxolan-4-carbonitrile